FC(C(=O)O)(F)F.ClC=1C=C2C=CC(=CC2=CC1)NCC=1N=NNC1C(=O)O 4-(((6-chloronaphthalen-2-yl)amino)methyl)-1H-1,2,3-triazole-5-carboxylic acid 2,2,2-trifluoroacetate